N-(1-(5-bromo-2-chloropyridin-3-yl)ethyl)-5-chloro-2,6-dimethylpyridin-4-amine BrC=1C=C(C(=NC1)Cl)C(C)NC1=CC(=NC(=C1Cl)C)C